3-ethynylazepane hydrochloride Cl.C(#C)C1CNCCCC1